4,6-diamino-1,3-dihydroxybenzene dihydrochloride Cl.Cl.NC1=C(C=C(C(=C1)N)O)O